C(C)(=O)N[C@]1(CN(C[C@H](C1)C=C)C(=O)OC(C)(C)C)C(NC(C)(C)C)=O |r| Racemic-tert-butyl (3R,5R)- and (3R,5S)-3-acetamido-3-(tert-butylcarbamoyl)-5-vinylpiperidine-1-carboxylate